C1(=CC=CC=C1)C1=CN=C(O1)N[C@@H](CC1=CC=C(C=C1)NS(O)(=O)=O)C=1N=C(SC1)C1=CC=CC=C1 (S)-4-[2-(5-Phenyloxazol-2-ylamino)-2-(2-phenylthiazol-4-yl)ethyl]-phenyl-sulfamic acid